N-(3,6-dimethyl-9H-xanthen-9-yl)-6'-oxo-2'-(trifluoromethyl)-1',6'-dihydro-[2,3'-bipyridine]-5'-carboxamide CC=1C=CC=2C(C3=CC=C(C=C3OC2C1)C)NC(=O)C1=CC(=C(NC1=O)C(F)(F)F)C1=NC=CC=C1